Calcium chlorid-Dihydrat O.O.[Cl-].[Ca+2].[Cl-]